tert-butyl 4-((8-isopropyl-2-methylpyrazolo[1,5-a][1,3,5]triazine-4-yl)amino)piperidine-1-carboxylate C(C)(C)C=1C=NN2C1N=C(N=C2NC2CCN(CC2)C(=O)OC(C)(C)C)C